2-(2,6-Dichlorophenyl)-9-(1-(2,2,2-trifluoroethyl)-1H-pyrazol-4-yl)imidazo[2,1-f][1,6]naphthyridine-3-carboxamide ClC1=C(C(=CC=C1)Cl)C=1N=C2C=3C=C(C=NC3C=CN2C1C(=O)N)C=1C=NN(C1)CC(F)(F)F